2-fluoro-N-(2-(3-hydroxy-3-methylbutyl)-6-morpholino-2H-indazol-5-yl)-3-nitrobenzamide FC1=C(C(=O)NC2=CC3=CN(N=C3C=C2N2CCOCC2)CCC(C)(C)O)C=CC=C1[N+](=O)[O-]